O1C=CC(C2=CC=CC=C12)=S 4H-chromen-4-thione